[N+](=O)([O-])C1=C(CO[Si](C2=CC=CC=C2)(C2=CC=CC=C2)C2=CC=CC=C2)C=CC=C1 2-nitrobenzyloxytriphenylsilane